sulphosuccinic acid sodium salt [Na+].S(=O)(=O)([O-])C(C(=O)[O-])CC(=O)[O-].[Na+].[Na+]